carbamic acid 2,2,2-trifluoroethyl ester FC(COC(N)=O)(F)F